F[C@H]1CN(CC[C@H]1NC1=CN=CC=2N1N=C(C2CC(F)(F)F)C2=NN=C(S2)CNC(=O)C2CC2)C N-((5-(7-(((3S,4R)-3-fluoro-1-methylpiperidin-4-yl)amino)-3-(2,2,2-trifluoroethyl)pyrazolo[1,5-a]pyrazin-2-yl)-1,3,4-thiadiazol-2-yl)methyl)cyclopropanecarboxamide